4-(6-(methyl(7H-pyrrolo[2,3-d]pyrimidin-4-yl)amino)-2-azaspiro[3.3]heptane-2-carbonyl)benzenesulfonamide CN(C1CC2(CN(C2)C(=O)C2=CC=C(C=C2)S(=O)(=O)N)C1)C=1C2=C(N=CN1)NC=C2